3-Amino-4-(7-fluoro-1H-indazol-4-yl)-6-methyl-7-vinyl-1,5-naphthyridin-2(1H)-one NC=1C(NC2=CC(=C(N=C2C1C1=C2C=NNC2=C(C=C1)F)C)C=C)=O